2-(4-bromophenyl)-N-TRITYLETHANE-1-sulfinamide BrC1=CC=C(C=C1)CCS(=O)NC(C1=CC=CC=C1)(C1=CC=CC=C1)C1=CC=CC=C1